3-(4-isopropyl-pyridin-2-yl)-N-(3-(trifluoromethyl)pyridin-2-yl)-1,2,4-thiadiazol-5-amine C(C)(C)C1=CC(=NC=C1)C1=NSC(=N1)NC1=NC=CC=C1C(F)(F)F